N1C=NC=2C1=NC=CN2 imidazo[4,5-b]pyrazine